4-(3-(2,4-difluoro-3-(propylsulfonamido)benzoyl)-1H-pyrrolo[2,3-b]pyridin-5-yl)-benzoic acid FC1=C(C(=O)C2=CNC3=NC=C(C=C32)C3=CC=C(C(=O)O)C=C3)C=CC(=C1NS(=O)(=O)CCC)F